C(C)(C)OC1=CC=2N(C=C1C(=O)NC=1C=NN3C1N=CC(=C3)C)C=C(N2)C23COC(C2)(C3)C 7-isopropoxy-2-(1-methyl-2-oxabicyclo[2.1.1]hexan-4-yl)-N-(6-methylpyrazolo[1,5-a]pyrimidin-3-yl)imidazo[1,2-a]pyridine-6-carboxamide